P(=O)([O-])([O-])[O-].[Fe+2].P(=O)([O-])([O-])[O-].[Fe+2].[Fe+2] ferrous phosphate